FC1=C(C(=CC=C1C(=O)C1=CNC2=NC=C(C=C21)C2=CN=NC=C2)F)NS(=O)(=O)CCC N-(2,6-difluoro-3-(5-(pyridazin-4-yl)-1H-pyrrolo-[2,3-b]pyridine-3-carbonyl)phenyl)-propane-1-sulfonamide